OCC=1C=2N(C=C(N1)C)C=C(N2)NC(=O)C2=CC=CC1=CN(N=C21)C N-[8-(hydroxymethyl)-6-methyl-imidazo[1,2-a]pyrazin-2-yl]-2-methyl-indazole-7-carboxamide